(5-(3-amino-3-(1,2,2-trifluoroethyl)piperidin-1-yl)-2-(3,4-difluorophenyl)pyridin-4-yl)methanol bromomethyl-[1,1'-binaphthyl]-2-yl-acetate BrCC(C(=O)OCC1=CC(=NC=C1N1CC(CCC1)(C(C(F)F)F)N)C1=CC(=C(C=C1)F)F)C1=C(C2=CC=CC=C2C=C1)C1=CC=CC2=CC=CC=C12